3,5-Bis(behenyl)benzyl alcohol C(CCCCCCCCCCCCCCCCCCCCC)C=1C=C(CO)C=C(C1)CCCCCCCCCCCCCCCCCCCCCC